C[C@@H]1[C@@H]2[C@H](C(=O)N2C(=C1S[C@H]3C[C@H]([NH2+]C3)C(=O)NC4=CC=CC(=C4)C(=O)[O-])C(=O)[O-])[C@@H](C)O The molecule is the mono-anion resulting from the removal of a proton from one of the carboxyic acid groups of ertapenem. It is a conjugate base of an ertapenem.